[1,1':3',1'':4'',1'''-quaterphenyl]-6'-amine C1(=CC=CC=C1)C1=CC(=CC=C1N)C1=CC=C(C=C1)C1=CC=CC=C1